C(C)(C)(C)OC(=O)N1C[C@@H]2COC3=C(CN2CC1)C=C(C(=C3F)C3=C(C=CC=C3OC)Br)F (12AR)-9-(2-bromo-6-methoxyphenyl)-8,10-difluoro-3,4,12,12a-tetrahydro-6H-pyrazino[2,1-c][1,4]benzoxazepine-2(1H)-carboxylic acid tert-butyl ester